C12C(CC(C=C1)C2)CC2=CC=CC1=CC=CC=C21 1-(bicyclo[2.2.1]hept-5-en-2-ylmethyl)naphthalene